ClC=1C(=C(C=C(C1)C)O)B1OC(C(O1)(C)C)(C)C 3-chloro-5-methyl-2-(4,4,5,5-tetramethyl-1,3,2-dioxaborolan-2-yl)phenol